(S)-2-((1-(3-(bis(4-fluorophenyl)methyl)-1,2,4-oxadiazol-5-yl)ethyl)carbamoyl)-4-methoxypyridin-3-yl ethyl carbonate C(OC=1C(=NC=CC1OC)C(N[C@@H](C)C1=NC(=NO1)C(C1=CC=C(C=C1)F)C1=CC=C(C=C1)F)=O)(OCC)=O